BrCCC1=CC=CC=C1F 2-bromo-6-fluoro-ethylbenzene